4-[4-(4-chlorophenoxy)piperidin-1-yl]-1-methyl-7-(oxetan-3-yl)-2-oxo-1,2-dihydroquinoline-3-carbonitrile ClC1=CC=C(OC2CCN(CC2)C2=C(C(N(C3=CC(=CC=C23)C2COC2)C)=O)C#N)C=C1